6-((2R,3S)-2-amino-3-fluorobutyl)-2-chloro-7-cyclopropyl-N-(furan-2-ylmethyl)pyrrolo[2,1-f][1,2,4]triazin-4-amine N[C@H](CC=1C=C2C(=NC(=NN2C1C1CC1)Cl)NCC=1OC=CC1)[C@H](C)F